CN1N=C2C(N(C=3C=CC(=CC23)C(=O)NCCOCCOCCNC(=O)CCCCCC(=O)O)C2=NC=C(C=C2)C(F)(F)F)=N1 6-[(2-{2-[2-({2-methyl-4-[5-(trifluoromethyl)pyridin-2-yl]-2H,4H-[1,2,3]triazolo[4,5-b]indol-7-yl}formamido)ethoxy]ethoxy}-ethyl)carbamoyl]hexanoic acid